6-(difluoromethyl)-3-(6-fluoropyridin-2-yl)imidazo[1,2-a]pyrazine FC(C=1N=CC=2N(C1)C(=CN2)C2=NC(=CC=C2)F)F